8-amino-6-fluoro-1,2,3,4-tetrahydronaphthalen-2-ol NC=1C=C(C=C2CCC(CC12)O)F